ClC=1C=C(C=CC1F)NC(=O)C=1N(C=C2C1OC[C@@H]1[C@H](NS2(=O)=O)CN(C1)C(=O)OCC)C Cis-Ethyl 8-((3-chloro-4-fluorophenyl)carbamoyl)-7-methyl-3a,4,10,10a-tetrahydro-1H,7H-dipyrrolo[3,4-b:3',4'-f][1,4,5]oxathiazocine-2(3H)-carboxylate 5,5-dioxide